N-[(1R,3S)-3-{[2-(trifluoromethyl)quinolin-4-yl]amino}cyclohexyl]-1,2,3-thiadiazole-4-carboxamide FC(C1=NC2=CC=CC=C2C(=C1)N[C@@H]1C[C@@H](CCC1)NC(=O)C=1N=NSC1)(F)F